2-(2-[3-[1-(2,6-dioxopiperidin-3-yl)-3-methyl-2-oxo-2,3-dihydro-1H-1,3-benzodiazol-5-yl]propoxy]ethoxy)acetaldehyde O=C1NC(CCC1N1C(N(C2=C1C=CC(=C2)CCCOCCOCC=O)C)=O)=O